NCCC(CNC(C1=CC=CC=C1)(C1=CC=CC=C1)C1=CC=CC=C1)N 1-(2-aminoethyl)-N2-tritylethane-1,2-diamine